C(C1=CC=CC=C1)N1CCC2(C[C@H](N(C2=O)C(=O)OC(C)(C)C)CCO[Si](C)(C)C(C)(C)C)CC1 tert-butyl (S)-8-benzyl-3-(2-((tert-butyldimethylsilyl)oxy)ethyl)-1-oxo-2,8-diazaspiro[4.5]decane-2-carboxylate